ClC=1C=CC2=C(C(C[C@@H](O2)C(=O)NC23CC(C2)(C3)NC(COC3=NC=C(C=C3)Cl)=O)=O)C1 (2R)-6-chloro-N-(3-{2-[(5-chloropyridin-2-yl)oxy]acetamido}bicyclo[1.1.1]pentan-1-yl)-4-oxo-3,4-dihydro-2H-1-benzopyran-2-carboxamide